5,6-dichloro-1'-(2-hydroxyacetyl)-4'-methyl-spiro[indoline-3,3'-pyrrolidin]-2-one ClC=1C=C2C(=CC1Cl)NC(C21CN(CC1C)C(CO)=O)=O